BrC1=NC(=CC=C1)P(=O)(OCC)OCC 2-bromo-6-diethoxyphosphoryl-pyridine